FC1=NC(=CC=C1)SSC1=NC(=CC=C1)F 2-fluoro-6-[(6-fluoropyridin-2-yl)disulfanyl]pyridine